C(C1=CC=CC=C1)OC=1C=C2C(=C(N(C2=CC1)CC1=CC=C(C=C1)CC(=O)O)C1=C(C=CC=C1)C)F 2-(4-((5-(benzyloxy)-3-fluoro-2-(o-tolyl)-1H-indol-1-yl)methyl)phenyl)acetic acid